OCCN1C(C(CC1)NC(=O)C1=C(OC2=C1C=C(C=C2)OCC=2C(=NC=CC2)C)C)=O N-(1-(2-Hydroxyethyl)-2-Oxopyrrolidin-3-Yl)-2-Methyl-5-((2-Methylpyridin-3-Yl)Methoxy)Benzo-Furan-3-Carboxamide